Natrium orotat C(C1=CC(=O)NC(=O)N1)(=O)[O-].[Na+]